C(C=C)C=1C=C(C=C(C1)O)O 5-allyl-1,3-benzenediol